FC1=C(C=CC=2NC(=NC21)CNC=2C=1N(N=C(C2)N2CCOCC2)C(=CN1)C=1C=NN(C1)C(C)C)F N-((4,5-difluoro-1H-benzo[d]imidazol-2-yl)methyl)-3-(1-isopropyl-1H-pyrazol-4-yl)-6-morpholinoimidazo[1,2-b]pyridazin-8-amine